C(C)OC(=O)C=1C=C2C(=NC=NC2=CC1OC)C=1C(=NN(C1)CC(F)F)C1=CC=CC=C1.FC(CN1N=C(C(=C1)C1=NC=NC2=CC(=C(C=C12)C(=O)OCC)OC)C1=CC=CC=C1)F ethyl 4-(1-(2,2-difluoroethyl)-3-phenyl-1H-pyrazol-4-yl)-7-methoxyquinazoline-6-carboxylate Ethyl-4-(1-(2,2-difluoroethyl)-3-phenyl-1H-pyrazol-4-yl)-7-methoxyquinazoline-6-carboxylate